l-N-(4-Aminobenzyl)-3,6,10,13,16,19-hexaazabicyclo[6.6.6]-eicosane-1,8-diamine NC1=CC=C(CNC23CNCCNCC(CNCCNC2)(CNCCNC3)N)C=C1